FC(OC=1C=C2C=C([C@@H](OC2=CC1)C(F)(F)F)C(=O)[O-])(F)F |r| (±)-6-(trifluoromethoxy)-2-(trifluoromethyl)-2H-chromen-3-carboxylat